C(CCCC)(=O)C[O-] valerylmethanolate